COC(=O)C1=CC(=C2C(=N1)C=CN2COCC[Si](C)(C)C)CN2C[C@H](CCC2)C (S)-7-((3-methylpiperidin-1-yl)methyl)-1-((2-(trimethylsilyl)ethoxy)methyl)-1H-pyrrolo[3,2-b]pyridine-5-carboxylic acid methyl ester